O1C(CCCC1)OCCOCC=1C=CC=2N(C1)C(=CN2)C(=O)OCC ethyl 6-(2-tetrahydropyran-2-yloxyethoxymethyl)imidazo[1,2-a]pyridine-3-carboxylate